1-(6-chloro-3-pyridinyl)-2-[3-(trifluoromethyl)-1H-pyrazol-1-yl]-1-propanone ClC1=CC=C(C=N1)C(C(C)N1N=C(C=C1)C(F)(F)F)=O